(R)-N-((1H-pyrrolo[3,2-c]pyridine-2-yl)methyl)-2-(5-((1-(dibenzo[b,d]furan-2-yl)ethyl)amino)-2-methoxy-6-oxopyrimidin-1(6H)-yl)acetamide N1C(=CC=2C=NC=CC21)CNC(CN2C(=NC=C(C2=O)N[C@H](C)C2=CC1=C(OC3=C1C=CC=C3)C=C2)OC)=O